BrC=1SC=C([N+]1[O-])C[C@@H](C(=O)OC)NC(=O)OC(C)(C)C 2-bromo-4-[(2S)-2-[(tert-butoxycarbonyl)amino]-3-methoxy-3-oxopropyl]-1,3-thiazol-3-ium-3-olate